tert-butyl-α-isopropylbenzene C(C)(C)(C)C1=C(C=CC=C1)C(C)C